FC(C(=O)O)(F)F.N1CC(C1)(C(=O)OCC)C(=O)OCC diethyl azetidine-3,3-dicarboxylate, Trifluoroacetic acid salt